C(C)(C)(C)OC(CC[C@@H](C(=O)N)N1C(C2=CC=CC(=C2C1=O)NCC1=C(C=C(C=C1)CO)F)=O)=O (S)-5-amino-4-(4-((2-fluoro-4-(hydroxymethyl)benzyl)amino)-1,3-dioxoisoindolin-2-yl)-5-oxopentanoic acid tert-butyl ester